C(C1=CC=CC=C1)OCCN(CC(=O)OC(C)(C)C)C(=O)OCCl tert-butyl N-(2-(benzyloxy)ethyl)-N-((chloromethoxy)carbonyl)glycinate